[Mn].[Si].[Mn] manganese-silicon-manganese